(3-(trifluoromethyl)phenyl)(4-(((3s,4r,5r)-3,4,5-trihydroxypiperidin-1-yl)methyl)piperidin-1-yl)methanone FC(C=1C=C(C=CC1)C(=O)N1CCC(CC1)CN1C[C@@H](C([C@@H](C1)O)O)O)(F)F